BrC=1C(=NC=CC1N1N=C(C=C1C=O)C)Cl (3-bromo-2-chloropyridin-4-yl)-3-methyl-1H-pyrazole-5-carbaldehyde